4-cyclopropyl-6-methyl-N-phenyl-pyrimidinamine C1(CC1)C1=NC(=NC(=C1)C)NC1=CC=CC=C1